8-[1-[[6-chloro-2-(8-chloro-1-hydroxy-2,3,1-benzoxazaborinin-6-yl)-3-pyridyl]amino]ethyl]-3,6-dimethyl-2-(1-piperidyl)chromen-4-one ClC1=CC=C(C(=N1)C=1C=C(C2=C(C=NOB2O)C1)Cl)NC(C)C=1C=C(C=C2C(C(=C(OC12)N1CCCCC1)C)=O)C